O=C1NC(CCC1C1=NN(C2=C(C=CC=C12)OCC(=O)NC1=CC=C(C=C1)N1CCN(CC1)C)C)=O 2-((3-(2,6-Dioxopiperidin-3-yl)-1-methyl-1H-indazol-7-yl)oxy)-N-(4-(4-methyl-piperazin-1-yl)phenyl)acetamide